FC=1C=C(C=CC1)NC1=C(NC2=C1C(NCC2)=O)C2=C(C=NC=C2)OCC(C)(N2CCOCC2)C 3-[(3-fluorophenyl)amino]-2-{3-[2-methyl-2-(morpholin-4-yl)propoxy]pyridin-4-yl}-1,5,6,7-tetrahydro-4H-pyrrolo[3,2-c]pyridin-4-one